ClC=1C=CC(=C(CN2C[C@@H](CC2)CNC(OC(C)(C)C)=O)C1)OCCOC tert-butyl (S)-((1-(5-chloro-2-(2-methoxyethoxy)benzyl)pyrrolidin-3-yl)methyl)carbamate